C(C(C)C)C1=CC(=NN1C1=CC(=CC=C1)OC1CC1)NC1=C(C(=O)O)C=C(C=N1)C=1SC=CC1 2-((5-isobutyl-1-(3-cyclopropyloxyphenyl)-1H-pyrazol-3-yl)amino)-5-(thiophen-2-yl)nicotinic acid